tris-(2,4-di-t-butylphenol) phosphite P(O)(O)O.C(C)(C)(C)C1=C(C=CC(=C1)C(C)(C)C)O.C(C)(C)(C)C1=C(C=CC(=C1)C(C)(C)C)O.C(C)(C)(C)C1=C(C=CC(=C1)C(C)(C)C)O